ClC=1C=C(C=CC1OC1CC1)[C@H]([C@@H](CN1CCCC1)NC(CC1CC2=CC=CC=C2C1)=O)O N-((1R,2R)-1-(3-chloro-4-cyclopropoxyphenyl)-1-hydroxy-3-(pyrrolidin-1-yl)propan-2-yl)-2-(2,3-dihydro-1H-inden-2-yl)acetamide